FC=1C=2N(C=CC1)N=C(C2)[C@@H]2N(CCC1=C2N=CN1)C(=O)C=1OC(=NN1)C1=NC=C(C=C1)F (R)-(4-(4-fluoropyrazolo[1,5-a]pyridin-2-yl)-6,7-dihydro-1H-imidazo[4,5-c]pyridin-5(4H)-yl)(5-(5-fluoropyridin-2-yl)-1,3,4-oxadiazol-2-yl)methanone